3-((1-cyclopropyl-6-fluoro-1H-benzo[d]imidazol-5-yl)ethynyl)-1-((3s,5r)-1-(4-hydroxy-4-methylpent-2-ynyl)-5-(methoxymethyl)pyrrolidin-3-yl)-5-(methylamino)-1H-pyrazole-4-carboxamide C1(CC1)N1C=NC2=C1C=C(C(=C2)C#CC2=NN(C(=C2C(=O)N)NC)[C@@H]2CN([C@H](C2)COC)CC#CC(C)(C)O)F